norbornane C12CCC(CC1)C2